C(C(=C)C)(=O)OCC(COC(C=C)=O)O 3-(acryloyloxy)-2-hydroxypropyl methacrylate